NC1(CCOC2=CC(=CC=C12)Br)C(=O)O 4-amino-7-bromochroman-4-carboxylic acid